COCCCOC=1C=C(C=C2C=CC=NC12)C(=O)O 8-(3-methoxypropoxy)quinoline-6-carboxylic acid